[3-fluoro-5-(1,1,2,2,3,3,3-heptafluoropropyl)-2-pyridyl]-2-[1-(3-hydroxybutyl)tetrazol-5-yl]sulfanyl-5-nitro-benzamide FC=1C(=NC=C(C1)C(C(C(F)(F)F)(F)F)(F)F)C=1C(=C(C(=O)N)C=C(C1)[N+](=O)[O-])SC1=NN=NN1CCC(C)O